mono-ammonium citrate C(CC(O)(C(=O)O)CC(=O)O)(=O)[O-].[NH4+]